5,7,7,12,14,14-hexamethyl-1,4,8,11-tetraazatetradecane CC(NCCN)CC(NCCNC(CC(C)C)C)(C)C